FC=1C=C(C=CC1)[C@H]([C@H]1CC[C@](N1C(=O)OC(C)(C)C)(C)CC1CCC(CC1)OC)O tert-butyl (2R,5R)-5-((R)-(3-fluorophenyl)(hydroxy)methyl)-2-(((1r,4R)-4-methoxycyclohexyl)methyl)-2-methylpyrrolidine-1-carboxylate